α-d-glucopyranosyl-(1→6)-d-glucitol [C@H]1([C@H](O)[C@@H](O)[C@H](O)[C@H](O1)CO)OC[C@H]([C@H]([C@@H]([C@H](CO)O)O)O)O